3-ethyl-2-methyl-2-(3-methyl-butyl)-1,3-oxazolidine C(C)N1C(OCC1)(CCC(C)C)C